NC1=NC=C(C2=C1C=NN2)NC(=O)C(=O)N(C(C)C2=NC=CC=N2)CC2=NC=C(C=C2)C#N N-(4-Amino-1H-pyrazolo[4,3-c]pyridin-7-yl)-N'-[(5-cyano-2-pyridyl)methyl]-N'-(1-pyrimidin-2-ylethyl)oxamide